FC(C1=NC=CC(=C1CSC=1NC(C2=C(N1)CCC2)=O)OC)F 2-({[2-(Difluoromethyl)-4-methoxypyridin-3-yl]methyl}sulfanyl)-3H,5H,6H,7H-cyclopenta[d]pyrimidin-4-one